3-(5-(((3R,6S)-1-isopropyl-6-methylpiperidin-3-yl)oxy)-1-oxoisoindolin-2-yl)piperidine-2,6-dione hydrochloride salt Cl.C(C)(C)N1C[C@@H](CC[C@@H]1C)OC=1C=C2CN(C(C2=CC1)=O)C1C(NC(CC1)=O)=O